C(C)(=O)OC1C(OC(C(C1)O)CO)C(N(CC1=C(C=CC=C1)C(F)(F)F)[C@@H]1[C@H](CCCC1)O)=O 5-hydroxy-2-(((1S,2S)-2-hydroxycyclohexyl)(2-(trifluoromethyl)benzyl)carbamoyl)-6-(hydroxymethyl)tetrahydro-2H-pyran-3-yl acetate